6-(3-methoxy-2-methylphenyl)-2-(pyrimidin-2-yl)phthalazin-1(2H)-one COC=1C(=C(C=CC1)C=1C=C2C=NN(C(C2=CC1)=O)C1=NC=CC=N1)C